C(=O)(O)[C@H](CCC1=CC2=C(S1)C=C(C(=C2F)OCCCOC2=C(C1=C(SC(=C1)C(C[C@@H](C(=O)O)C)=O)C=C2OC)F)OC)C (S)-4-(5-(3-((2-((S)-3-carboxybutyl)-4-fluoro-6-methoxybenzo[b]thiophen-5-yl)oxy)propoxy)-4-fluoro-6-methoxybenzo[b]thiophen-2-yl)-2-methyl-4-oxobutanoic acid